NC=1C=2N(C3=CC(=CC=C3N1)C(=O)N([C@@H]1COC3=C1C=NC(=C3)C(F)(F)F)C)C=NC2 (S)-4-amino-N-methyl-N-(6-(trifluoromethyl)-2,3-dihydrofuro[3,2-c]pyridin-3-yl)imidazo[1,5-a]quinoxaline-8-carboxamide